(4-chloro-5H-pyrimido[5,4-b]indol-8-yl)methanol ClC1=NC=NC2=C1NC=1C=CC(=CC21)CO